(1R,3S)-3-{5-[2-(3-formyl-4-hydroxyphenyl)acetamido]-2H-pyrazol-3-yl}cyclopentyl N-isopropylcarbamate C(C)(C)NC(O[C@H]1C[C@H](CC1)C=1NN=C(C1)NC(CC1=CC(=C(C=C1)O)C=O)=O)=O